[2-[[8-(7-azabicyclo[2.2.1]heptan-7-yl)-6-(oxetan-3-yl)pyrido[3,4-d]pyrimidin-2-yl]amino]-7,8-dihydro-5H-1,6-naphthyridin-6-yl]-[4-(2-hydroxyethyl)morpholin-3-yl]methanone C12CCC(CC1)N2C2=NC(=CC1=C2N=C(N=C1)NC1=NC=2CCN(CC2C=C1)C(=O)C1N(CCOC1)CCO)C1COC1